2,3,4,5-tetrahydroxypentyl methacrylate C(C(=C)C)(=O)OCC(C(C(CO)O)O)O